C(C)OC(C(CN1N=CC=C1)OC(NC1=C(C(=CC=C1)C(F)(F)F)Cl)=O)=O Ethyl-2-({[2-chloro-3-(trifluoromethyl)phenyl]carbamoyl} oxy)-3-(1H-pyrazol-1-yl)propanoat